(5-chloro-6-(1H-pyrazol-1-yl)pyridin-3-yl)-5-cyclopropyl-1-(4-carbonyl-4H-pyrido[1,2-a]pyrimidin-9-yl)-1H-pyrazole-4-carboxamide ClC=1C=C(C=NC1N1N=CC=C1)C1=NN(C(=C1C(=O)N)C1CC1)C1=CC=CN2C1=NC=CC2=C=O